6-(3-(difluoromethoxy)phenyl)-5-ethoxypyrazin FC(OC=1C=C(C=CC1)C1=C(N=CC=N1)OCC)F